2-(1,3-benzooxazol-2-ylamino)-1-methyl-quinazolin-4(1H)-one O1C(=NC2=C1C=CC=C2)NC=2N(C1=CC=CC=C1C(N2)=O)C